8-acetyl-3,6-dimethyl-2-(3-pyridinyl)benzopyran-4-one C(C)(=O)C1=CC(=CC=2C(C(=C(OC21)C=2C=NC=CC2)C)=O)C